2-methoxy-2-(2-chloro-4-fluoro-5-(3-methyl-2,6-dioxo-4-trifluoromethyl-3,6-dihydropyrimidin-1(2H)-yl)phenoxy)acetic acid COC(C(=O)O)OC1=C(C=C(C(=C1)N1C(N(C(=CC1=O)C(F)(F)F)C)=O)F)Cl